2-nitro-1,4-benzenedicarboxylate [N+](=O)([O-])C1=C(C=CC(=C1)C(=O)[O-])C(=O)[O-]